C(C)C1=CC2=C(CCO[C@]23C[C@@H](NCC3)C)S1(=O)=O (2'S,4R)-2-ethyl-2'-methyl-spiro[6,7-dihydrothieno[3,2-c]pyran-4,4'-piperidine]-1,1-dioxide